N-[(1R,3S)-3-{[6-fluoro-2-(trifluoromethyl)quinolin-4-yl]amino}cyclohexyl]-4-methanesulfonyl-3-methylbenzamide FC=1C=C2C(=CC(=NC2=CC1)C(F)(F)F)N[C@@H]1C[C@@H](CCC1)NC(C1=CC(=C(C=C1)S(=O)(=O)C)C)=O